5-(7-bromoimidazo[1,2-a]pyridin-2-yl)-2,4-dihydro-3H-1,2,4-triazole-3-thione BrC1=CC=2N(C=C1)C=C(N2)C=2NC(NN2)=S